BrC1=CC(=C(C(=O)OC)C=C1)Cl methyl 4-bromo-2-chlorobenzoate